2-Chloro(trichloromethyl)-pyridine ClC1=NC=CC=C1C(Cl)(Cl)Cl